(1-(cyclopentylmethyl)-6-methyl-2-oxo-1,2-dihydropyridin-4-yl)boronic acid C1(CCCC1)CN1C(C=C(C=C1C)B(O)O)=O